cyclopentyl-6-((dimethylamino)methyl)pyridin-2-amine C1(CCCC1)C=1C(=NC(=CC1)CN(C)C)N